C(#N)C1=CN=C(S1)NC(C(C)C1=CC(=NC=C1)C=1C=NC(=CC1)C(C(=O)N)=C)=O (4-(1-((5-cyanothiazol-2-yl)amino)-1-oxopropan-2-yl)-[2,3'-bipyridine]-6'-yl)acrylamide